ClC=1C(=C2C3=C(NC2=C(C1)C1=CC=C(C=C1)OC)C(=NC=C3)C)C 6-chloro-8-(4-methoxy-phenyl)-1,5-dimethyl-9H-pyrido[3,4-b]indole